rac-(2R,3R)-8-(3-(bis(tert-butoxycarbonyl)amino)propyl)-8-azaspiro[4.5]decane-2,3-diyl bis(2-heptylnonanoate) C(CCCCCC)C(C(=O)O[C@@H]1CC2(C[C@H]1OC(C(CCCCCCC)CCCCCCC)=O)CCN(CC2)CCCN(C(=O)OC(C)(C)C)C(=O)OC(C)(C)C)CCCCCCC |r|